2-((3-butoxyadamantan-1-yl)amino)-1-(isoindolin-2-yl)ethan-1-one C(CCC)OC12CC3(CC(CC(C1)C3)C2)NCC(=O)N2CC3=CC=CC=C3C2